5-Hydroxyterephthalic acid OC=1C(=CC=C(C(=O)O)C1)C(=O)O